ClC=1C=CC=2N(C1)C(=C(N2)CC)C(=O)NCC2=CC(=CC=C2)S(F)(F)(F)(F)F 6-chloro-2-ethyl-N-(3-(pentafluoro-λ6-sulfanyl)benzyl)imidazo[1,2-a]pyridine-3-carboxamide